phenylsulfonyl-8-(1H-pyrazol-5-yl)-1,7-naphthyridine C1(=CC=CC=C1)S(=O)(=O)C1=NC2=C(N=CC=C2C=C1)C1=CC=NN1